(5-{[2-(4-chlorophenyl)imidazo[1,2-a]pyridin-3-yl]methyl}-2,5-diazabicyclo[2.2.2]oct-2-yl)(pyridin-2-yl)methanone ClC1=CC=C(C=C1)C=1N=C2N(C=CC=C2)C1CN1C2CN(C(C1)CC2)C(=O)C2=NC=CC=C2